N[C@@H](CCCCN)C(=O)SCCNC(CCNC([C@@H](C(COP(OP(OC[C@@H]1[C@H]([C@H]([C@@H](O1)N1C=NC=2C(N)=NC=NC12)O)OP(=O)(O)O)(=O)O)(=O)O)(C)C)O)=O)=O Lysyl-CoA